6-methyl-N-(1-methylcyclopropyl)-5-(1,2,3,4-tetrahydro-2,6-naphthyridine-2-carbonyl)furo[2,3-d]pyrimidin-4-amine CC1=C(C2=C(N=CN=C2NC2(CC2)C)O1)C(=O)N1CC2=CC=NC=C2CC1